(9H-Fluoren-9-yl)methyl (3-oxo-3-((2-(tritylthio)ethyl)amino)propyl)carbamate O=C(CCNC(OCC1C2=CC=CC=C2C=2C=CC=CC12)=O)NCCSC(C1=CC=CC=C1)(C1=CC=CC=C1)C1=CC=CC=C1